(S)-9-benzyl-8-(2-chloro-4-(2-(3-methylpiperazin-1-yl)ethoxy)phenyl)-6-(1-methylcyclopropoxy)-9H-purin C(C1=CC=CC=C1)N1C2=NC=NC(=C2N=C1C1=C(C=C(C=C1)OCCN1C[C@@H](NCC1)C)Cl)OC1(CC1)C